C(CC)N1N=CC=2CC(CCC12)N (1-propyl-4,5,6,7-tetrahydro-1H-indazol-5-yl)-amine